2-amino-1-(2,3-dichlorophenyl)-5-methyl-6-oxo-1,6-dihydropyrimidin-4-yl 4-methylbenzene-1-sulfonate CC1=CC=C(C=C1)S(=O)(=O)OC=1N=C(N(C(C1C)=O)C1=C(C(=CC=C1)Cl)Cl)N